[(3aS,4R,5R,6aR)-4-[(6-bromo-3-pyridazinyl)amino]-5-methylhexahydrocyclopenta[c]pyrrol-2(1H)-yl](6,7-dihydro-4H-thieno[3,2-c]pyran-2-yl)methanone BrC1=CC=C(N=N1)N[C@@H]1[C@@H](C[C@H]2CN(C[C@H]21)C(=O)C2=CC=1COCCC1S2)C